FC1=C(C=CC(=C1)[N+](=O)[O-])SSC1=C(C=C(C=C1)[N+](=O)[O-])F Bis-(2-fluoro-4-nitrophenyl)disulfane